N-(6-{[6-(5-chloro-2-fluorophenyl)-3-[(2-hydroxyethyl)sulfanyl]pyridazin-4-yl]amino}pyrimidin-4-yl)-3-(3,5-dimethylpiperazin-1-yl)propanamide ClC=1C=CC(=C(C1)C1=CC(=C(N=N1)SCCO)NC1=CC(=NC=N1)NC(CCN1CC(NC(C1)C)C)=O)F